Cl.C[C@H]1C2C3=CC=CC=C3C(CC1)N2 (9R)-9-methyl-12-azatricyclo[6.3.1.02,7]Dodeca-2,4,6-triene hydrochloride